S(=O)(=O)([O-])OOS(=O)(=O)[O-].[Mg+2] Magnesium persulfat